1-(2-(3-chloro-5-(2-methylpyrimidin-4-yl)phenyl)-4,4-difluoropiperidin-1-yl)prop-2-en-1-one ClC=1C=C(C=C(C1)C1=NC(=NC=C1)C)C1N(CCC(C1)(F)F)C(C=C)=O